isoindole-dione C1(NC(C2=CC=CC=C12)=O)=O